1,1,1,3,3,3-Hexafluoro-2-(trifluoromethyl)propan FC(C(C(F)(F)F)C(F)(F)F)(F)F